C(C)(C)(C)OC(=O)N(C(C1=CC=CC=C1)=O)C(=O)OC(C)(C)C N,N-di-t-butoxycarbonyl-benzamide